butyl (4-methyl-1-oxo-1,2,3,4-tetrahydroisoquinolin-6-yl)carbamate CC1CNC(C2=CC=C(C=C12)NC(OCCCC)=O)=O